C(C)(C)(C)[SeH] tert-butyl selenol